alpha-tert-butyldimethylsilyl-6beta-ethyl-7-carbonyl-5beta-cholestane [Si](C)(C)(C(C)(C)C)C(C)[C@@H]1C([C@H]2[C@@H]3CC[C@H]([C@@H](CCCC(C)C)C)[C@]3(CC[C@@H]2[C@]2(CCCC[C@@H]12)C)C)=C=O